3-(1-(Benzyloxy)-2-methylpropan-2-yl)-1H-pyrazole-5-carboxylic acid C(C1=CC=CC=C1)OCC(C)(C)C1=NNC(=C1)C(=O)O